C(C)N(CC)CCC=1C=NC(=CC1)\C=C\C1=NN(C2=CC(=CC=C12)I)C1OCCCC1 N,N-diethyl-2-[6-[(trans)-2-(6-iodo-1-tetrahydropyran-2-ylindazol-3-yl)vinyl]-3-pyridyl]ethylamine